4-[1-[4-[3-[(4-bromo-2-pyridinyl)oxy]cyclobutoxy]-1-piperidinyl]cyclopropyl]piperidine-1-carboxylic acid tert-butyl ester C(C)(C)(C)OC(=O)N1CCC(CC1)C1(CC1)N1CCC(CC1)OC1CC(C1)OC1=NC=CC(=C1)Br